O=S1(CCN(CC1)CC(=O)N(C)C1=CC=C(C=C1)N\C(=C\1/C(NC2=C1C=NC(=C2)C(=O)OC)=O)\C2=CC=CC=C2)=O (Z)-methyl 3-(((4-(2-(1,1-dioxidothiomorpholino)-N-methylacetamido)phenyl)amino)(phenyl)methylene)-2-oxo-2,3-dihydro-1H-pyrrolo[3,2-c]pyridine-6-carboxylate